O=C1NC(C=C1)=O 2,5-dioxo-2,5-dihydro-pyrrole